(R)-(2,5-dihydro-1H-pyrrol-2-yl)methanol 2,2,2-trifluoroacetate FC(C(=O)O)(F)F.N1[C@H](C=CC1)CO